N[C@H](C(=O)OC1CCCCC1)C (S)-cyclohexyl 2-aminopropionate